1,2,4,5-tetrakis(mercaptomethyl)benzene SCC1=C(C=C(C(=C1)CS)CS)CS